NC=1N=C(C2=C(N1)NC(=C2)C2=CC(=NC=C2)NC)C=2C(=C(C=CC2)N2C(C1=C(C=C(C=C1C=C2)C2CC2)F)=O)CO 2-(3-[2-amino-6-[2-(methylamino)pyridin-4-yl]-7H-pyrrolo[2,3-d]pyrimidin-4-yl]-2-(hydroxymethyl)phenyl)-6-cyclopropyl-8-fluoroisoquinolin-1(2H)-one